4-Amino-N-(5-(3,3-difluoroazetidin-1-yl)-[1,2,4]triazolo[1,5-c]pyrimidin-7-yl)-2-(6-azaspiro[2.5]oct-6-yl)benzamide NC1=CC(=C(C(=O)NC2=CC=3N(C(=N2)N2CC(C2)(F)F)N=CN3)C=C1)N1CCC3(CC3)CC1